O[C@@H]1[C@H](CCCC1)NC(=O)C=1C=C(C=2N(N1)C=CC2)CC2=CC=C(C=C2)C(NCC2CC2)=O N-[(1S,2S)-2-Hydroxycyclohexyl]-4-(4-cyclopropylmethylcarbamoylbenzyl)-pyrrolo[1,2-b]pyridazin-2-carboxamid